(R)-2-(1-amino-8-azaspiro[4.5]decan-8-yl)-6-methylpyrimidine-4-carbonitrile N[C@@H]1CCCC12CCN(CC2)C2=NC(=CC(=N2)C#N)C